2-[[5-(aminomethyl)-6-(1-ethylpyrazol-3-yl)oxy-3-pyridyl]amino]-6-(2,6-dichlorophenyl)-8-methyl-pyrido[2,3-d]pyrimidin-7-one NCC=1C=C(C=NC1OC1=NN(C=C1)CC)NC=1N=CC2=C(N1)N(C(C(=C2)C2=C(C=CC=C2Cl)Cl)=O)C